N-[2-amino-5-(5-methyl-2-thienyl)phenyl]-4-(methylsulfonimidoyl)benzamide NC1=C(C=C(C=C1)C=1SC(=CC1)C)NC(C1=CC=C(C=C1)S(=O)(=N)C)=O